N[C@H](C=1OC2=C(N1)C=C(C=C2)[C@H](COC)NC(CCC(F)(F)F)=O)C2CCC(CC2)(F)F |o1:11| N-(1-(2-((S)-amino(4,4-difluorocyclohexyl)methyl)benzo[d]oxazol-5-yl)-(R or S)-2-methoxyethyl)-4,4,4-trifluoro-butanamide